ClC=1C=C2C(=NC1OC)C=C(N2C)C(=O)N 6-chloro-5-methoxy-1-methyl-1H-pyrrolo[3,2-b]Pyridine-2-carboxamide